4-hydroxy-2,6-dimethyl-5-prop-1-en-2-ylpyridine-3-carboxamide OC1=C(C(=NC(=C1C(=C)C)C)C)C(=O)N